6-amino-2-[3,5-dichloro-4-([5-[1-(3,3-difluorocyclobutyl)ethyl]-6-oxo-1H-pyridazin-3-yl]oxy)phenyl]-4H-1,2,4-tri-azine-3,5-dione NC=1C(NC(N(N1)C1=CC(=C(C(=C1)Cl)OC1=NNC(C(=C1)C(C)C1CC(C1)(F)F)=O)Cl)=O)=O